1-(4-isopropyl-phenyl)-3-(2,5-dimethoxystyryl)-5-(2,5-dimethoxyphenyl)-pyrazoline C(C)(C)C1=CC=C(C=C1)N1NC(=CC1C1=C(C=CC(=C1)OC)OC)C=CC1=C(C=CC(=C1)OC)OC